3-chloro-2,2,3-trifluoropropanal ClC(C(C=O)(F)F)F